CC1=C(C(N(N=C1)C1OCCCC1)=O)C=1CCN(CC1)C(=O)OCC1=CC=CC=C1 benzyl 4-(5-methyl-3-oxo-2-(tetrahydro-2H-pyran-2-yl)-2,3-dihydropyridazin-4-yl)-3,6-dihydropyridine-1(2H)-carboxylate